1-(1-(4-methyl-6-((1R,5S)-2-oxo-3-azabicyclo[3.1.0]hexan-3-yl)pyridin-3-yl)cyclopropyl)-1H-1,2,3-triazole-4-carboxylic acid CC1=C(C=NC(=C1)N1C([C@@H]2C[C@@H]2C1)=O)C1(CC1)N1N=NC(=C1)C(=O)O